3,5-dimethyl-1-(p-nitrophenyl)-1H-pyrazole CC1=NN(C(=C1)C)C1=CC=C(C=C1)[N+](=O)[O-]